1-Aminopropane-2-sulfonamide hydrochloride Cl.NCC(C)S(=O)(=O)N